[Cl-].C(C)[NH+]1C(CCCC1)CCC 1-Ethyl-2-propylpiperidinium chlorid